Br[Zn]CC1=CC(=CC=C1)I bromo(3-iodobenzyl)zinc